N4-(5-(1-(azetidin-3-yl)-1H-pyrazol-4-yl)-4-(oxetan-3-yloxy)pyridin-2-yl)-2-(difluoromethyl)pyrimidine-4,6-diamine N1CC(C1)N1N=CC(=C1)C=1C(=CC(=NC1)NC1=NC(=NC(=C1)N)C(F)F)OC1COC1